trans-Ethyl 3-(2-(2-(tert-butoxy)-2-oxoethyl)cyclopropyl)-3-oxopropanoate C(C)(C)(C)OC(C[C@H]1[C@@H](C1)C(CC(=O)OCC)=O)=O